2-chloro-N-(5-(2-(((1r,4r)-4-(dimethyl-amino)cyclohexyl)-amino)-8-isopropyl-7-oxo-7,8-dihydropyrido-[2,3-d]pyrimidin-6-yl)-pyridin-2-yl)benzene-sulfonamide ClC1=C(C=CC=C1)S(=O)(=O)NC1=NC=C(C=C1)C1=CC2=C(N=C(N=C2)NC2CCC(CC2)N(C)C)N(C1=O)C(C)C